C(=C)C1OC1 2-vinyloxirane